C(C)(C)(C)C1=CC=C(C=N1)C=1N=C2SC[C@H](CN2C(C1C#N)=O)C (3S)-8-(6-tert-butylpyridin-3-yl)-3-methyl-6-oxo-2H,3H,4H,6H-pyrimido[2,1-b][1,3]thiazine-7-carbonitrile